CC(C(=O)N)OC methoxypropanamide